4-(4-(4-fluorophenyl)-1-isopropyl-1H-imidazol-5-yl)-N-(4-(4-methylpiperazin-1-yl)phenyl)thiazole-2-carboxamide FC1=CC=C(C=C1)C=1N=CN(C1C=1N=C(SC1)C(=O)NC1=CC=C(C=C1)N1CCN(CC1)C)C(C)C